Methyl (4-methoxybenzoyl)-L-phenylalaninate COC1=CC=C(C(=O)N[C@@H](CC2=CC=CC=C2)C(=O)OC)C=C1